C(CC)N1N=CC(=C1)C=1C=C2C(=CNC2=CC1)C(=O)NC1=CC=NC=C1 5-(1-propyl-1H-pyrazol-4-yl)-N-(pyridin-4-yl)-1H-indole-3-carboxamide